CC1=NC=C(C(=O)NCCCC2=CC=C(C=C2)C=2C=CC3=C(OCC(N3)=O)C2)C=C1 6-methyl-N-(3-(4-(3-oxo-3,4-dihydro-2H-benzo[b][1,4]oxazin-7-yl)phenyl)propyl)nicotinamide